1-ethyl-imidazole chloride [Cl-].C(C)N1C=NC=C1